O=C1N(C(C=C1)=O)CCOCCOCCOCCOCCOCCOCCOCCOCCC(=O)NC 1-(2,5-dioxo-2,5-dihydro-1H-pyrrol-1-yl)-N-methyl-3,6,9,12,15,18,21,24-octaoxaheptacosan-27-amide